1-(2,2-Diethoxyethyl)-3-iodo-pyrazolo[3,4-d]pyrimidin-4-amine C(C)OC(CN1N=C(C=2C1=NC=NC2N)I)OCC